FC1=C(C=CC(=C1)OC1=CC(=CC=C1)F)C1=NN(C2=NC=NC(=C21)N)[C@H]2CNCC2 3-[2-fluoro-4-(3-fluorophenoxy)phenyl]-1-[(R)-pyrrolidin-3-yl]-1H-pyrazolo[3,4-d]pyrimidin-4-amine